6,6,9-trimethyl-3-propylbenzo[c]chromen-1-ol CC1(OC=2C=C(C=C(C2C2=C1C=CC(=C2)C)O)CCC)C